(S)-1-(2-chloro-5-(1-(trifluoromethyl)-1H-pyrazol-4-yl)pyridin-4-yl)piperidin-3-ol ClC1=NC=C(C(=C1)N1C[C@H](CCC1)O)C=1C=NN(C1)C(F)(F)F